[Cl-].[La+3].[Cl-].[Cl-] lanthanum(III) chloride